5-(3,6-dimethylpyridazin-4-yl)-2-((4-ethoxy-5-methylpyridin-2-yl)methyl)-7-(2-(ethyl(methyl)amino)ethyl)-3,4-dihydroisoquinolin-1(2H)-one CC=1N=NC(=CC1C1=C2CCN(C(C2=CC(=C1)CCN(C)CC)=O)CC1=NC=C(C(=C1)OCC)C)C